(2S)-2-(7-chloro-6-((dimethylamino)methyl)-1,1-dioxido-3,4-dihydro-2H-benzo[b][1,4,5]oxathiazepin-2-yl)-3-(6-fluoro-2,3-dimethylphenyl)butanoic acid ClC=1C=CC2=C(OCCN(S2(=O)=O)[C@H](C(=O)O)C(C)C2=C(C(=CC=C2F)C)C)C1CN(C)C